S1C(=CC=C1)S(=O)(=O)N1CCCC2=CC=C(C=C12)C1COC2=C(O1)C=CC(=C2)S(=O)(=O)N (1-(thien-2-ylsulfonyl)-1,2,3,4-tetrahydroquinolin-7-yl)-2,3-dihydrobenzo[b][1,4]dioxin-6-sulfonamide